4-biphenylthioamide C1(=CC=C(C=C1)C(N)=S)C1=CC=CC=C1